FC1=C(C(=O)N(CC(C)(C)C)C2=NC(=CC=C2)C)C=CC(=C1)OC 2-fluoro-4-methoxy-N-(6-methylpyridin-2-yl)-N-neopentylbenzamide